3-[[(2S,6R)-2-[[bis(4-methoxyphenyl)-phenyl-methoxy]methyl]-4-cyclohexyl-6-(2,4-di-oxopyrimidin-1-yl)morpholin-2-yl]methoxy-(diisopropylamino)phosphanyl]-oxypropanenitrile COC1=CC=C(C=C1)C(OC[C@@]1(CN(C[C@@H](O1)N1C(NC(C=C1)=O)=O)C1CCCCC1)COP(OCCC#N)N(C(C)C)C(C)C)(C1=CC=CC=C1)C1=CC=C(C=C1)OC